tert-butyl-N-[2-(4-fluorophenyl)ethyl]-N-(3-hydroxypropyl)carbamate C(C)(C)(C)OC(N(CCCO)CCC1=CC=C(C=C1)F)=O